5-(2-fluoro-3-(4,4,5,5-tetramethyl-1,3,2-dioxaborolan-2-yl)phenyl)-1,3-dimethyl-1H-1,2,4-triazole FC1=C(C=CC=C1B1OC(C(O1)(C)C)(C)C)C1=NC(=NN1C)C